mercapto-aminobutyric acid SC(C(=O)O)(CC)N